CSC(C=O)C 2-(methylsulfanyl)propan-1-one